(S)-2-((3-chlorophenyl)amino)-5,5-dimethylhexanoic acid ClC=1C=C(C=CC1)N[C@H](C(=O)O)CCC(C)(C)C